CC1(OB(OC1(C)C)C1=CC=C(C=C1)C1CO[C@H](CN1C(C(F)(F)F)=O)CNC(OC(C)(C)C)=O)C tert-butyl (((2S)-5-(4-(4,4,5,5-tetramethyl-1,3,2-dioxaborolan-2-yl)phenyl)-4-(2,2,2-trifluoroacetyl)morpholin-2-yl)methyl)carbamate